7-fluoro-6-(2,3,4,5,6-pentafluorophenyl)-4H-spiro[1,4-benzoxazine-2,1-cyclopropan]-3-one FC1=CC2=C(NC(C3(CC3)O2)=O)C=C1C1=C(C(=C(C(=C1F)F)F)F)F